tert-butyl 4-[8-[3-(2-hydroxyethoxy)propyl]-2-methylsulfanyl-7-oxo-pyrido[2,3-d]pyrimidin-6-yl]-8-methyl-2,3-dihydroquinoxaline-1-carboxylate OCCOCCCN1C(C(=CC2=C1N=C(N=C2)SC)N2CCN(C1=C(C=CC=C21)C)C(=O)OC(C)(C)C)=O